Furanol fumarate C(\C=C\C(=O)O)(=O)O.O1C(=CC=C1)O